2-[6-[[6-(3-hydroxypropoxy)-2-pyridyl]amino]-1-(methylamino)-2,7-naphthyridin-4-yl]-1,3-benzoxazol-4-ol OCCCOC1=CC=CC(=N1)NC=1C=C2C(=CN=C(C2=CN1)NC)C=1OC=2C(N1)=C(C=CC2)O